C(C1=CC=CC=C1)OC(=O)N1CCN(CC1)C(=O)C1(CC1)O 4-(1-hydroxycyclopropanecarbonyl)piperazine-1-carboxylic acid benzyl ester